N=1C=NN2C1C=CC(=C2)C2=NNC1=CC=C(C=C21)C2=CC(N(C=C2)[C@H](CO)C2=CC(=CC(=C2)F)Br)=O (S)-4-(3-([1,2,4]triazolo[1,5-a]pyridin-6-yl)-1H-indazol-5-yl)-1-(1-(3-bromo-5-fluorophenyl)-2-hydroxyethyl)pyridin-2(1H)-one